NC1=CC=CC=2C(=C(OC21)C)CN(C(\C=C\C2=CC1=C(NC([C@H]([C@H](N1)C)O)=O)N=C2)=O)C (E)-N-((7-amino-2-methylbenzofuran-3-yl)methyl)-3-((2R,3S)-3-hydroxy-2-methyl-4-oxo-2,3,4,5-tetrahydro-1H-pyrido[2,3-b][1,4]diazepin-8-yl)-N-methylacrylamide